2-(methylthio)-1-(2-(4-(pyridin-4-yl)-1H-imidazol-2-yl)piperidin-1-yl)propan-1-one CSC(C(=O)N1C(CCCC1)C=1NC=C(N1)C1=CC=NC=C1)C